ClC1=CC=C(C(=N1)S(=O)(=O)OC1=C(C(=C(C(=C1F)F)F)F)F)O[C@H](C)C=1C=C(C=C2C(C(=C(OC12)C1=CC2=CN(N=C2C=C1)C)C)=O)C (2,3,4,5,6-Pentafluorophenyl) 6-chloro-3-[(1R)-1-[3,6-dimethyl-2-(2-methylindazol-5-yl)-4-oxo-chromen-8-yl]ethoxy]pyridine-2-sulfonate